[Na+].OCCN1CCN(CC1)CCS(=O)(=O)[O-] 2-[4-(2-Hydroxyethyl)piperazin-1-yl]ethanesulfonic acid sodium salt